leucine oxide [NH2]([C@@H](CC(C)C)C(=O)O)=O